BrC=1C=C(C=CC1)C1(COC1)CC1=NOC=C1C(=O)OCC ethyl 3-[[3-(3-bromophenyl)oxetan-3-yl]methyl]-1,2-oxazole-4-carboxylate